C(C)N(C(=O)[C@@H]1CN([C@@H]2CC=3C4=C(C2=C1)C=CC=C4NC3)CC3=C(C=CC=C3)C)CC (6aR,9S)-N,N-diethyl-7-(2-methylbenzyl)-4,6,6a,7,8,9-hexahydroindolo[4,3-fg]quinoline-9-carboxamide